(R)-N-(cyclobutylmethyl)-1-(6-((4-(5-methoxypyridin-3-yl)-1H-imidazol-1-yl)methyl)pyridazin-3-yl)piperidin-3-amine C1(CCC1)CN[C@H]1CN(CCC1)C=1N=NC(=CC1)CN1C=NC(=C1)C=1C=NC=C(C1)OC